FC1(CNC1)C1CN=C(O1)N1[C@H](C2=CC=CC=C2CC1)C1=CC=C(C=C1)F 5-(3-fluoroazetidin-3-yl)-2-((S)-1-(4-fluorophenyl)-3,4-dihydroisoquinolin-2(1H)-yl)-4,5-dihydrooxazole